7-{4-[2-(2,6-dioxopiperidin-3-yl)-1,3-dioxo-2,3-dihydro-1H-isoindol-5-yl]piperazin-1-yl}heptanoic Acid O=C1NC(CCC1N1C(C2=CC=C(C=C2C1=O)N1CCN(CC1)CCCCCCC(=O)O)=O)=O